CC1(OC[C@@H](O1)COCCC(=O)OC1=CC=C(C=C1)[N+](=O)[O-])C (S)-4-nitrophenyl 3-((2,2-dimethyl-1,3-dioxolan-4-yl)methoxy)propanoate